ethyl 8-chloro-2-(6-chloro-3-pyridyl)quinazoline-4-carboxylate ClC=1C=CC=C2C(=NC(=NC12)C=1C=NC(=CC1)Cl)C(=O)OCC